N-[(3S,4S)-1-(3-fluoropropyl)-3-methyl-4-piperidyl]-6-{3-[4-(N-methylcarbamoyl)-5-fluoro-2-anisidino]-1-propynyl}-1-(2,2,2-trifluoroethyl)-1H-1,3-benzimidazole-4-carboxamide FCCCN1C[C@@H]([C@H](CC1)NC(=O)C1=CC(=CC=2N(C=NC21)CC(F)(F)F)C#CCNC=2C(OC)=CC(=C(C2)C(NC)=O)F)C